N1C(=NC=C1)/N=N/C=1C=NN(C1N)CCO (E)-2-(4-((1H-imidazol-2-yl)diazenyl)-5-amino-1H-pyrazol-1-yl)ethan-1-ol